tert-butyl 2-(2-methyl-3-(4,4,5,5-tetramethyl-1,3,2-dioxaborolan-2-yl)phenyl)-6,7-dihydrothiazolo[5,4-c]pyridine-5(4H)-carboxylate CC1=C(C=CC=C1B1OC(C(O1)(C)C)(C)C)C=1SC=2CN(CCC2N1)C(=O)OC(C)(C)C